FC1=C(C=C(C=C1)NC1=C2C=C(NC2=CC(=C1)NC(C)=O)C(=O)O)C1=CSC=C1 4-((4-fluoro-3-(thiophen-3-yl)phenyl)amino)-6-acetylamino-1H-indole-2-carboxylic acid